[N+](=[N-])=CC(CC[C@@H](C(=O)OC(C)C)NC([C@@H](C=1N(C=CN1)C)O)=O)=O isopropyl (S)-6-diazo-2-((R)-2-hydroxy-2-(1-methyl-1H-imidazol-2-yl)acetamido)-5-oxohexanoate